2-(3-chloro-2-pyridyl)-5-(methylsulfanylmethyl)pyrazole-3-carboxylic acid ClC=1C(=NC=CC1)N1N=C(C=C1C(=O)O)CSC